dodecyl-dimethyl-[3-(trimethoxysilyl)propyl]ammonium chloride [Cl-].C(CCCCCCCCCCC)[N+](CCC[Si](OC)(OC)OC)(C)C